5-methoxy-4-({6-[(1R,2S)-5'-methoxy-2'-oxo-1',2'-dihydrospiro[cyclopropane-1,3'-indol]-2-yl]-1H-indazol-3-yl}amino)-6-(morpholin-4-yl)pyrimidine-2-carbonitrile COC=1C(=NC(=NC1N1CCOCC1)C#N)NC1=NNC2=CC(=CC=C12)[C@@H]1C[C@@]12C(NC1=CC=C(C=C21)OC)=O